C(CCCCCCCCC)N(C(CCCCCCCN(C1CCC(CC1)O)CCCCCCCC(=O)N(CCCCCC)CCCCCCCCCCCC)=O)CCCCCCCCCC N,N-didecyl-8-((8-(dodecyl(hexyl)-amino)-8-oxooctyl)-((1S,4S)-4-hydroxy-cyclohexyl)amino)-octanamide